C(C)C1=C(CCC1)O 3-Ethyl-2-hydroxy-2-cyclopenten